FC(OC1=NC=CC(=C1)CNC(=O)NCC1(CCC1)C(F)(F)F)F 1-[[2-(difluoromethoxy)pyridin-4-yl]methyl]-3-[[1-(trifluoromethyl)cyclobutyl]methyl]urea